3-(3-ethylcyclopent-1-en-1-yl)-2-methylpropanal C(C)C1C=C(CC1)CC(C=O)C